3-[(3S)-4,4-difluorotetrahydrofuran-3-yl]-1-methyl-1-[(1R)-1-(3-methyl-4-pyridyl)ethyl]urea FC1([C@H](COC1)NC(N([C@H](C)C1=C(C=NC=C1)C)C)=O)F